CC1(CC2(C(CC1C(=O)[O-])O2)C21C(CCCC2)O1)C 4-epoxy-6-methylcyclohexyl-3,4-epoxy-6-methylcyclohexaneformate